BrC1=CC=C2C(=N1)N=C(N2C(CO)C)CCl 2-(5-bromo-2-(chloromethyl)-1H-imidazo[4,5-b]pyridin-1-yl)propan-1-ol